N[C@@H](C(C)C)C(=O)O[C@@H]1[C@H](O[C@@]([C@@H]1O)(C#N)C1=CC=C2C(=NC=NN21)NC(C)=O)COC(CC2CCCCC2)=O (2R,3S,4R,5R)-5-(4-acetamidopyrrolo[2,1-f][1,2,4]triazin-7-yl)-5-cyano-2-((2-cyclohexylacetoxy)methyl)-4-hydroxytetrahydrofuran-3-yl L-valinate